Cl.C(C)(C)(C)OC(=O)N1CCC2(CCNCC2)CC1 3,9-diazaspiro[5.5]undecane-9-carboxylic acid tert-butyl ester hydrochloride